O=C1C(=CN(C2=CC=CC=C12)C1=CC=CC=C1)C(=O)OC methyl 4-oxo-1-phenyl-1,4-dihydroquinoline-3-carboxylate